ClC=1N(N=C2C(N(N=CC21)[C@H]2[C@@H]1CO[C@H]([C@H]21)CO)=O)CC2=C(C=CC=C2)F |r| Rac-3-chloro-2-(2-fluorobenzyl)-6-((1S,2R,5R,6S)-2-(hydroxymethyl)-3-oxabicyclo[3.1.0]hexan-6-yl)-2,6-dihydro-7H-pyrazolo[3,4-d]pyridazin-7-one